(S)-2-((((9H-Fluoren-9-yl)methoxy)carbonyl)amino)-3-(1H-imidazol-4-yl)propanoic acid C1=CC=CC=2C3=CC=CC=C3C(C12)COC(=O)N[C@H](C(=O)O)CC=1N=CNC1